6-(1-(2-((2-chlorophenyl)thio)acetyl)pyrrolidin-2-yl)-9-hydroxy-2-methyl-3,4-dihydro-2H-pyrazino[1,2-c]pyrimidine-1,8-dione ClC1=C(C=CC=C1)SCC(=O)N1C(CCC1)C1=NC(C(=C2N1CCN(C2=O)C)O)=O